N-((2R,3S)-1-acetyl-2-(((cis-4-(2,3,5-trifluorophenyl)cyclohexyl)oxy)-methyl)piperidin-3-yl)methanesulfonamide C(C)(=O)N1[C@H]([C@H](CCC1)NS(=O)(=O)C)CO[C@@H]1CC[C@@H](CC1)C1=C(C(=CC(=C1)F)F)F